BrC=1C=C2C(=NC1)C=C(O2)C 6-bromo-2-methylfuro[3,2-b]pyridine